C(C)(C)(C)OC([C@H](N(CCCl)CCCl)CCC(=O)O)=O N,N-di(2-chloroethyl)-D-glutamic acid-1-tert-butyl ester